C(C)(C)(C)C1=NOC(=N1)C(=O)N[C@H](C)C1=C(C=C(C=C1)C1=CC(=NC=N1)NC1=CC=C(C=N1)N1[C@@H](CN(CC1)C(=O)OC(C)(C)C)CC)C tert-butyl (R)-4-(6-((6-(4-((R)-1-(3-(tert-butyl)-1,2,4-oxadiazole-5-carboxamido)ethyl)-3-methylphenyl)pyrimidin-4-yl)amino)pyridin-3-yl)-3-ethylpiperazine-1-carboxylate